FC1=C2CCCN(C2=CC(=C1)F)CC1CC2(CC(C2)NC(=O)NCC2=CC=C(C=C2)OC)C1 1-(6-((5,7-difluoro-3,4-dihydro-quinolin-1(2H)-yl)methyl)spiro[3.3]hept-2-yl)-3-(4-methoxybenzyl)urea